butyl methylphenylcarbamate CN(C(OCCCC)=O)C1=CC=CC=C1